FC1=C(C=CC(=C1F)F)CN1C(C2(CCC1)C(N(CCC2)CC2=C(C(=C(C=C2)F)F)F)=O)=O Racemic-2,8-bis(2,3,4-trifluorophenylmethyl)-2,8-diazaspiro[5.5]undecane-1,7-dione